5-(4-((2,3-dihydrobenzo[b][1,4]dioxin-6-yl-2,2,3,3-d4)oxy)piperidin-1-yl)-2,6,7,8-tetrahydro-1H-cyclopenta[e][1,2,4]triazolo[4,3-a]pyrimidin-1-one O1C2=C(OC(C1([2H])[2H])([2H])[2H])C=C(C=C2)OC2CCN(CC2)C2=NC=1N(C3=C2CCC3)C(NN1)=O